NN1NC(=CC(=N1)N)CCC=1NC=C(N1)C 2,4-diamino-6-[methylimidazolyl]ethyltriazine